(R)-2-(2-(7-(3-(aminomethyl)-2-fluorophenyl)benzofuran-5-yl)-4-methyl-3,4-dihydro-2H-Benzo[b][1,4]oxazin-8-yl)acetic acid NCC=1C(=C(C=CC1)C1=CC(=CC=2C=COC21)[C@@H]2CN(C1=C(O2)C(=CC=C1)CC(=O)O)C)F